5-bromo-2-methyl-1'-(oxetan-3-yl)spiro[isoindoline-1,4'-piperidine] BrC=1C=C2CN(C3(CCN(CC3)C3COC3)C2=CC1)C